C(C1=CC=CC=C1)NC(CC1=NC=C(C=C1)C1=C(C=C(C=C1)OCCN1CC(C1)OC)F)=O N-benzyl-2-(5-(2-Fluoro-4-(2-(3-methoxyazetidin-1-yl)ethoxy)phenyl)pyridin-2-yl)acetamide